FC1=C(C=CC(=C1F)C=1C=NN(C1)C1OCCCC1)N1C2CN(CC1CC2)C(=O)OC(C)(C)C tert-butyl 8-(2,3-difluoro-4-(1-(tetrahydro-2H-pyran-2-yl)-1H-pyrazol-4-yl)phenyl)-3,8-diazabicyclo[3.2.1]octane-3-carboxylate